ethyl-2-chloro-2-formylacetate C(C)OC(C(C=O)Cl)=O